(E)-3-(4-(6-(((1R,3s,5S)-8-azabicyclo[3.2.1]octan-3-yl)thio)pyridazin-3-yl)-3-hydroxyphenyl)-N-methylacrylamide [C@H]12CC(C[C@H](CC1)N2)SC2=CC=C(N=N2)C2=C(C=C(C=C2)/C=C/C(=O)NC)O